(1R,2R,3S,4S)-2,4-bis(4-methoxyphenyl)-1,3-bis(3,4,5-tris(dodecyloxy)phenyl)cyclobutane COC1=CC=C(C=C1)C1C(C(C1C1=CC(=C(C(=C1)OCCCCCCCCCCCC)OCCCCCCCCCCCC)OCCCCCCCCCCCC)C1=CC=C(C=C1)OC)C1=CC(=C(C(=C1)OCCCCCCCCCCCC)OCCCCCCCCCCCC)OCCCCCCCCCCCC